(4-(6-((1-(2-chloro-4-(methylsulfonyl)benzyl)-4-hydroxypiperidin-4-yl)methyl)-2-methyl-7-oxo-6,7-dihydro-2H-pyrazolo[4,3-d]pyrimidin-3-yl)benzyl)carbamic acid tert-butyl ester C(C)(C)(C)OC(NCC1=CC=C(C=C1)C=1N(N=C2C1N=CN(C2=O)CC2(CCN(CC2)CC2=C(C=C(C=C2)S(=O)(=O)C)Cl)O)C)=O